C(C)C(COCCCNCCCN1CCCC1)CCCC N-(3-(2-ethylhexyloxy)propyl)-3-(pyrrolidinyl)propan-1-amine